ClC1=CC=C(C=C1)C1(N(C(C2=CC(=CC(=C12)F)C(C)(C1CCNCC1)O)=O)CC1=NC=C(C=C1)Cl)OC 3-(4-chlorophenyl)-2-[(5-chloro-2-pyridyl)methyl]-4-fluoro-6-[1-hydroxy-1-(4-piperidinyl)ethyl]-3-methoxy-isoindolin-1-one